C(C)C1CC(CC=2N(C(=NC21)C(OCC)OCC)C[C@H]2OCC2)C(=O)O.CN2[C@H]1[C@@H]3CC[C@@H]([C@H]4[C@@]3(C=3C(=C(C=CC3C1)O)O4)CC2)O 4,5a-epoxy-17-methyl-3,6a-morphinandiol ethyl-2-(diethoxymethyl)-1-(((S)-oxetan-2-yl)methyl)-4,5,6,7-Tetrahydro-1H-benzo[d]imidazole-6-carboxylate